(S)-3-(5-((4-(4-amino-3-(4-phenoxyphenyl)-1H-pyrazolo[3,4-d]pyrimidin-1-yl)piperidin-1-yl)methyl)-4-fluoro-1-oxoisoindolin-2-yl)piperidine-2,6-dione NC1=C2C(=NC=N1)N(N=C2C2=CC=C(C=C2)OC2=CC=CC=C2)C2CCN(CC2)CC=2C(=C1CN(C(C1=CC2)=O)[C@@H]2C(NC(CC2)=O)=O)F